[Te-2].[Al+3].[Te-2].[Te-2].[Al+3] Aluminum telluride